(S)-(1-(dimethylamino)-3-phenylprop-2-yl)carbamic acid tert-butyl ester C(C)(C)(C)OC(N[C@H](CN(C)C)CC1=CC=CC=C1)=O